tert-butyl 8-(1-(4-cyanophenyl)-2-(3-fluoro-4-methoxyphenyl)-1H-indol-5-yl)-2,8-diazaspiro[4.5]decane-2-carboxylate C(#N)C1=CC=C(C=C1)N1C(=CC2=CC(=CC=C12)N1CCC2(CCN(C2)C(=O)OC(C)(C)C)CC1)C1=CC(=C(C=C1)OC)F